CC=1C2=C(N=CN1)N(C=C2)[C@@H]2O[C@@H]([C@H]1OC(O[C@H]12)(C)C)[C@@H]1OC[C@H](C2=CC(=CC=C12)Cl)F 4-methyl-7-[(3aR,4R,6R,6aR)-2,2-dimethyl-6-[(1R,4S)-6-chloro-4-fluoro-isochroman-1-yl]-3a,4,6,6a-tetrahydrofuro[3,4-d][1,3]dioxol-4-yl]pyrrolo[2,3-d]pyrimidine